(S,E)-2-cyclopropoxy-N-(1-cyclopropyl-3-(methylsulfonyl)allyl)-4-phenoxypyrimidine-5-carboxamide C1(CC1)OC1=NC=C(C(=N1)OC1=CC=CC=C1)C(=O)N[C@H](\C=C\S(=O)(=O)C)C1CC1